NC=1N=C(SC1C(=O)C1=CC(=NO1)OC1CCC1)N(C1=CC=C(C=C1)F)C(C(=O)N)C (N-[4-Amino-5-[3-(cyclobutoxy)isoxazol-5-carbonyl]thiazol-2-yl]-4-fluoroanilino)propanamid